6-(2-Cyclopropylacetamido)-4-({4-[5-(hydroxymethyl)-1,2,4-oxadiazol-3-yl]-3-methoxypyridin-2-yl}amino)-N-(2H3)methylpyridazin-3-carboxamid C1(CC1)CC(=O)NC1=CC(=C(N=N1)C(=O)NC([2H])([2H])[2H])NC1=NC=CC(=C1OC)C1=NOC(=N1)CO